N-[2-chloro-3-[2-chloro-3-[[3-[[(3R)-3-hydroxypyrrolidin-1-yl]methyl]-1,7-naphthyridin-8-yl]amino]phenyl]phenyl]-4-oxo-6,7-dihydro-5H-pyrazolo[1,5-a]pyridine-2-carboxamide ClC1=C(C=CC=C1C1=C(C(=CC=C1)NC=1N=CC=C2C=C(C=NC12)CN1C[C@@H](CC1)O)Cl)NC(=O)C1=NN2C(C(CCC2)=O)=C1